ClC1=CC=C(C(=N1)C(=O)O)N[C@H](C)C=1C=C(C=C2C(N(C(=NC12)C=1C(=NC(=CC1)C)C)C)=O)C (R)-6-chloro-3-((1-(2-(2,6-dimethylpyridin-3-yl)-3,6-dimethyl-4-oxo-3,4-dihydroquinazolin-8-yl)ethyl)amino)picolinic acid